1-(4-heptylphenyl)-3-(4-methylpiperazin-1-yl)propan-1-one C(CCCCCC)C1=CC=C(C=C1)C(CCN1CCN(CC1)C)=O